(S)-N-(((S)-3,3-difluoropiperidin-4-yl)methyl)-4-(5-(5-fluoro-2-methoxypyridin-4-yl)-1H-pyrazole-3-carbonyl)-4-azaspiro[2.5]Octane-7-carboxamide FC1(CNCC[C@H]1CNC(=O)[C@H]1CCN(C2(CC2)C1)C(=O)C1=NNC(=C1)C1=CC(=NC=C1F)OC)F